C(C)(C)(C)OC(=O)/N=C(\C1=NC=CC=C1)/NC1=CC(=C(C=C1)NC(=O)C1=C(C=C(C=C1)N\C(\C1=NC=CC=C1)=N\C(OC(C)(C)C)=O)F)F tert-butyl ((E)-((4-((4-((E)-N'-(tert-butoxycarbonyl)picolinimidamido)-2-fluorophenyl)carbamoyl)-3-fluorophenyl)amino)(pyridin-2-yl)methylene)carbamate